1-Oxyl-2,2,6,6-tetramethylpiperidine ON1C(CCCC1(C)C)(C)C